N-((1S,3S)-3-aminocyclopentyl)-4-(3-(4-chloro-2,6-dimethylphenoxy)-5-methylphenyl)-6-methyl-7-oxo-6,7-dihydro-1H-pyrrolo[2,3-c]pyridine-2-carboxamide N[C@@H]1C[C@H](CC1)NC(=O)C1=CC2=C(C(N(C=C2C2=CC(=CC(=C2)C)OC2=C(C=C(C=C2C)Cl)C)C)=O)N1